4,5,6,7-tetrachloro-1-(2-isopropylphenyl)pyrido[2,3-d]pyrimidin-2(1H)-one ClC=1C2=C(N(C(N1)=O)C1=C(C=CC=C1)C(C)C)N=C(C(=C2Cl)Cl)Cl